2,4-diacetoxystyrene C(C)(=O)OC1=C(C=C)C=CC(=C1)OC(C)=O